3,6-dimethoxy-2',4',6'-tris(propan-2-yl)-[1,1'-biphenyl] COC=1C=C(C(=CC1)OC)C1=C(C=C(C=C1C(C)C)C(C)C)C(C)C